(1-Acetylpiperidin-4-yl)-(methyl)((6-((R)-3-methylmorpholino)-2-(1H-pyrrolo[2,3-b]-pyridin-4-yl)pyrimidin-4-yl)imino)-λ6-sulfanone C(C)(=O)N1CCC(CC1)S(=O)(=NC1=NC(=NC(=C1)N1[C@@H](COCC1)C)C1=C2C(=NC=C1)NC=C2)C